5,5-dimethyl-3-(2-spiro[1H-isobenzofuran-3,1'-cyclopentane]-5-yloxypyrimidin-5-yl)imidazolidine-2,4-dione CC1(C(N(C(N1)=O)C=1C=NC(=NC1)OC=1C=C2C(=CC1)COC21CCCC1)=O)C